C(=O)(O)CCOP(O)(O)=O L-2-carboxyethyl-phosphoric acid